1,3,2-dioxaborolan-4,5-dione O1BOC(C1=O)=O